7-methyl-1,4-octanediol CC(CCC(CCCO)O)C